5-[1-(5-amino-2-pyridyl)-3-(trifluoromethyl)pyrazol-4-yl]-N-[3-chloro-4-[(1R,4R)-2,5-diazabicyclo[2.2.1]heptane-2-carbonyl]phenyl]-1-methylimidazole-2-carboxamide NC=1C=CC(=NC1)N1N=C(C(=C1)C1=CN=C(N1C)C(=O)NC1=CC(=C(C=C1)C(=O)N1[C@H]2CN[C@@H](C1)C2)Cl)C(F)(F)F